[Bi]=S.[Ag] SILVER BISMUTH SULFIDE